bis(4'-(dimethylsilyl)-[1,1'-biphenyl]-4-yl)dimethylsilane tert-butyl-4-(7-acetamido-9H-carbazol-3-yl)piperidine-1-carboxylate C(C)(C)(C)OC(=O)N1CCC(CC1)C=1C=CC=2NC3=CC(=CC=C3C2C1)NC(C)=O.C[SiH](C1=CC=C(C=C1)C1=CC=C(C=C1)[Si](C)(C)C1=CC=C(C=C1)C1=CC=C(C=C1)[SiH](C)C)C